C1(=CC=CC=C1)P(O)(O)C1=CC=CC=C1.C(C1=CC=CC=C1)(=O)O.CC(C(C)O)C(C)O 3-methyl-2,4-pentanediol benzoate Diphenylphosphonite